5-(tert-butyl)-N-(2-methyl-4-(2-((1R,2S)-2-methylcyclopropane-1-carboxamido)pyridin-4-yl)benzyl)-1,2,4-oxadiazole-3-carboxamide C(C)(C)(C)C1=NC(=NO1)C(=O)NCC1=C(C=C(C=C1)C1=CC(=NC=C1)NC(=O)[C@H]1[C@H](C1)C)C